lithium fluorid [F-].[Li+]